IC1=NN(C2=CC=CC(=C12)C)C1COCCC1 3-iodo-4-methyl-1-tetrahydropyran-3-yl-indazole